6,6'-(furan-2,5-diyl)bis(4-oxohex-5-enoic acid) O1C(=CC=C1C=CC(CCC(=O)O)=O)C=CC(CCC(=O)O)=O